(5R,8S,9R)-10-(4-methoxyphenyl)-9-methyl-6,7,8,9-tetrahydro-5H-5,8-epiminocyclohepta[c]pyridine COC1=CC=C(C=C1)N1[C@@H]2CC[C@H]1[C@@H](C=1C=NC=CC12)C